F[C@H]1CN(C[C@@H]1O)C(=O)OC(C)(C)C |r| rac-tert-butyl (3S,4S)-3-fluoro-4-hydroxypyrrolidine-1-carboxylate